C(=O)C=1C=C(C2=C(N=C(O2)C2=C(C(=NC=C2)C2=C(C(=CC=C2)NC=2N=CC=C3C=C(C=NC23)CN2C[C@@H](CC2)O)C)C)C1)C#N (R)-5-formyl-2-(2-(3-((3-((3-hydroxypyrrolidin-1-yl)methyl)-1,7-naphthyridin-8-yl)amino)-2-methylphenyl)-3-methylpyridin-4-yl)benzo[d]oxazole-7-carbonitrile